C1CC12OCCN(C2)C=O (4-oxa-7-azaspiro[2.5]oct-7-yl)methanone